5-(6-chloro-1-[[2-(trimethylsilyl)ethoxy]methyl]pyrrolo[2,3-b]pyridin-3-yl)pyridin-2-amine ClC1=CC=C2C(=N1)N(C=C2C=2C=CC(=NC2)N)COCC[Si](C)(C)C